rac-(4bS,5R,6S,7S,7aR)-7a-(4-bromophenyl)-6-((4,4-difluoropiperidin-1-yl)methyl)-4-methoxy-7-phenyl-5,6,7,7a-tetrahydro-4bH-cyclopenta[4,5]furo[2,3-c]pyridine-4b,5-diol BrC1=CC=C(C=C1)[C@]12[C@](C3=C(C=NC=C3OC)O1)([C@@H]([C@@H]([C@H]2C2=CC=CC=C2)CN2CCC(CC2)(F)F)O)O |r|